4-hydroxy-3-allylphenyl sulphone OC1=C(C=C(C=C1)S(=O)(=O)C1=CC(=C(C=C1)O)CC=C)CC=C